ClC=1C=CC=C2C=CC=C(C12)[C@H]1CC=2N=C(N=C(C2CO1)N1C[C@@H](N(CC1)C(C(=C)F)=O)CC#N)OCC12CCCN2CCC1 2-[(2S)-4-[(7R)-7-(8-chloronaphthalen-1-yl)-2-(hexahydropyrrolizin-7a-ylmethoxy)-5H,7H,8H-pyrano[4,3-d]pyrimidin-4-yl]-1-(2-fluoroprop-2-enoyl)piperazin-2-yl]acetonitrile